S(=O)(=O)(C1=CC=C(C)C=C1)O\N=C(\C(C)C)/C#N (Z)-N-(TOSYLOXY)ISOBUTYRIMIDOYL CYANIDE